C(#N)C1=CC(=NN1C)C(=O)NC=1C=C2C(=NNC2=CC1)C1=COC=C1 5-Cyano-N-(3-(furan-3-yl)-1H-indazol-5-yl)-1-methyl-1H-pyrazole-3-carboxamide